(+)-camphor-10-sulfonic acid monohydrate O.C12(C(=O)CC(CC1)C2(C)C)CS(=O)(=O)O